Cl.N1(C=NC=C1)CC=1C=C2C([C@H](COC2=C(C1)C=1C(=NN(C1)CC)C(F)(F)F)CC1=NC(=CC(=C1)C)N1CC(C1)NC)=O (S)-6-((1H-imidazol-1-yl)methyl)-8-(1-ethyl-3-(trifluoromethyl)-1H-pyrazol-4-yl)-3-((4-methyl-6-(3-(methylamino)azetidin-1-yl)pyridin-2-yl)methyl)chroman-4-one hydrochloride